1,2-dioleyloxy-N,N-dimethyl-aminopropane C(CCCCCCC\C=C/CCCCCCCC)OC(C(C)OCCCCCCCC\C=C/CCCCCCCC)N(C)C